C(CCC)[C@@H]1O[C@H]1CCCC trans-2,3-bis-butyloxirane